BrC=1C(=NC=CC1)C1=NN=C(O1)C1(C(N(CC1)CC1=CC=C(C=C1)OC)=O)C=C 3-(5-(3-bromopyridin-2-yl)-1,3,4-oxadiazol-2-yl)-1-(4-methoxybenzyl)-3-vinylpyrrolidin-2-one